CC1=NN(C2=NC(=CN=C21)N2CC1(CN(C1)C1=NC(=NC(=C1)C)C(F)(F)F)CC2)CC(C)=O 1-(3-methyl-6-(2-(6-methyl-2-(trifluoromethyl)pyrimidin-4-yl)-2,6-diazaspiro[3.4]octan-6-yl)-1H-pyrazolo[3,4-b]pyrazin-1-yl)propan-2-one